Cyclohexan diisocyanat [N-]=C=O.[N-]=C=O.C1CCCCC1